2,2-dimethylolpropanal C(O)C(C=O)(C)CO